N1=CN=C2N=C(NC2=C1)C(=O)C1=CC(=CC2=CC=C(C(=C12)C#C)F)O 7H-purin-8-yl(8-ethynyl-7-fluoro-3-hydroxynaphthalen-1-yl)methanone